FC=1C=C2C(=CC=NC2=CC1)C1CCC(CC1)C(C(=O)O)CO 2-((1s,4s)-4-(6-fluoroquinolin-4-yl)cyclohexyl)-3-hydroxypropionic acid